butanoic acid trifluoroacetate FC(C(=O)O)(F)F.C(CCC)(=O)O